cesium chloride salt [Cl-].[Cs+]